O=C1N(C(C=C1)=O)CCNC([O-])=O [2-(2,5-dioxo-2,5-dihydro-1H-pyrrol-1-yl)ethyl]carbamate